N-((R)-1-(3-(difluoromethyl)-2-fluorophenyl)ethyl)-2-methyl-6-((R)-1-methylpiperidine-3-yl)pyrido[3,4-d]pyrimidin-4-amine FC(C=1C(=C(C=CC1)[C@@H](C)NC=1C2=C(N=C(N1)C)C=NC(=C2)[C@H]2CN(CCC2)C)F)F